C(CC)(=O)OCC(CC)OCCCC beta-butoxybutyl propionate